Benzyl 3-(4-(4-((phthalimidyl)oxy)butyl)piperidine-1-carbonyl)benzoate C1(C=2C(C(N1OCCCCC1CCN(CC1)C(=O)C=1C=C(C(=O)OCC3=CC=CC=C3)C=CC1)=O)=CC=CC2)=O